4-(4-((2,6-dioxopiperidin-3-yl)amino)-2-fluorophenyl)piperazin-1-carboxamide O=C1NC(CCC1NC1=CC(=C(C=C1)N1CCN(CC1)C(=O)N)F)=O